ClC=1C(=CC(=C(C(=O)O)C1)NC1=C(C=C(C=C1)F)C)OC(F)F 5-chloro-4-(difluoromethoxy)-2-((4-fluoro-2-methylphenyl)amino)benzoic acid